C(C)N1CCN(CC1)CCCCOC1=CC=C2C=C(C(OC2=C1)=NO)C(C)=O 7-[4-(4-ethyl-1-piperazinyl)butoxy]-3-acetylcoumarin oxime